OC1=NC=C(C=C1)N 2-(hydroxy)-5-aminopyridine